2-bromo-4-benzyloxy-pyridine BrC1=NC=CC(=C1)OCC1=CC=CC=C1